NC1=C(C(=NN1C(C)C)C1=CC(=C(C=C1)CC(NC1=NOC(=C1)C(C(F)(F)F)(C)C)=O)F)C(=O)N 5-Amino-3-[3-fluoro-4-([[5-(1,1,1-trifluoro-2-methylpropan-2-yl)-1,2-oxazol-3-yl]carbamoyl]methyl)phenyl]-1-isopropylpyrazole-4-carboxamide